FC=1C=C(C=CC1)[C@H]1CC[C@H](CC1)OC[C@@H]1N([C@@H](C[C@@H]1N(C(C(F)(F)F)=O)CC1=CC=C(C=C1)OC)COC)C(=O)OCC1=CC=CC=C1 benzyl (2R,3S,5S)-2-((((CIS)-4-(3-fluorophenyl)cyclohexyl)oxy)methyl)-5-(methoxy-methyl)-3-(2,2,2-trifluoro-N-(4-methoxybenzyl)acetamido)pyrrolidine-1-carboxylate